C(=O)O.C(#N)C1=C(C=C(C=C1)C1=C(C(=NC=C1C1=CC(=C(C=C1)OC)O)N1CCC(CC1)NCC1=CC=C(C=C1)/C=C/C(=O)NO)F)F (E)-3-(4-(((1-(4-(4-cyano-3-fluorophenyl)-3-fluoro-5-(3-hydroxy-4-methoxyphenyl)pyridin-2-yl)piperidin-4-yl)amino)methyl)phenyl)-N-hydroxyacrylamide formate